C1(C2=CC=C(C(=O)OC3=C(C=CC=C3)O1)C=C2)=O phenylene terephthalate